FC(F)(F)C=1C(=NC=CC1)C=O (trifluoromethyl)pyridine-2-carbaldehyde